[Si](C1=CC=CC=C1)(C1=CC=CC=C1)(C(C)(C)C)OCC1OCCCNC1 (((tert-butyldiphenylsilyl)oxy)methyl)-1,4-oxaazepane